Cl.N1=C(C)C(O)=C(C)C(CO)=C1 4'-deoxypyridoxine hydrochloride